2-(3,8-diazabicyclo[3.2.1]octan-3-yl)-7-(thiazol-2-yl)benzo[d]oxazole-5-sulfonamide C12CN(CC(CC1)N2)C=2OC1=C(N2)C=C(C=C1C=1SC=CN1)S(=O)(=O)N